C(C)OC=1NC(C=2C(N1)=NN(C2)C2=C(C=C(C=C2C)C)O)=O 6-ethoxy-2-(2-hydroxy-4,6-dimethylphenyl)-2,5-dihydro-4H-pyrazolo[3,4-d]pyrimidin-4-one